2-(azepan-1-yl)-N-(2-ethylsulfonyl-4-pyridyl)-5-(trifluoro-methyl)pyridine-3-carboxamide N1(CCCCCC1)C1=NC=C(C=C1C(=O)NC1=CC(=NC=C1)S(=O)(=O)CC)C(F)(F)F